C[C@]12C(C=C[C@H]2[C@@H](C[C@H]2OC(C([C@H]2C1OC(C(=C)C)=O)=C)=O)C)=O.C1(CCCC1)[Si](OCC)(OCC)C(C)C cyclopentyl-isopropyl-diethoxysilane (3aR,4aR,7aR,8R,9aR)-4a,8-dimethyl-3-methylene-2,5-dioxo-2,3,3a,4,4a,5,7a,8,9,9a-decahydroazuleno[6,5-b]furan-4-yl-methacrylate